C1([C@H](O)[C@@H](O)[C@@H](O)[C@H](O1)CO)O[C@H]1[C@@H]([C@H](C(O)O[C@@H]1CO)NC(C)=O)OC1[C@@H](O)[C@H](O)[C@H](O)[C@@H](O1)C galactosyl-(1-4)-(fucopyranosyl-(1-3))-N-acetylglucosamine